Vinyl-tri(2-methoxyethoxy)silane C(=C)[Si](OCCOC)(OCCOC)OCCOC